7-chloro-8-fluoro-4-((2S,4s)-2-fluoro-6-azaspiro[3.5]nonan-6-yl)-2-(((2R,7aS)-2-fluorotetrahydro-1H-pyrrolizin-7a(5H)-yl)methoxy)pyrido[4,3-d]pyrimidine ClC1=C(C=2N=C(N=C(C2C=N1)N1CC2(CC(C2)F)CCC1)OC[C@]12CCCN2C[C@@H](C1)F)F